FC1=C(C(=O)C2=CNC3=NC=C(C=C32)C3=C(C(=O)O)C=CC=C3)C=CC(=C1NS(=O)(=O)CCC)F 2-(3-(2,4-difluoro-3-(propylsulfonamido)benzoyl)-1H-pyrrolo[2,3-b]pyridin-5-yl)-benzoic acid